tert-butyl ((1S,2S)-2-((4-chlorophenoxy)methyl)cyclopentyl)carbamate ClC1=CC=C(OC[C@@H]2[C@H](CCC2)NC(OC(C)(C)C)=O)C=C1